(5-fluoro-2-methylphenyl)(4-(2-hydroxy-3-((1,2,3,4-tetrahydroacridin-9-yl)amino)propyl)piperazin-1-yl)methanone FC=1C=CC(=C(C1)C(=O)N1CCN(CC1)CC(CNC=1C2=CC=CC=C2N=C2CCCCC12)O)C